CC1=CC=C(C(=O)OC[C@]2(OC(C([C@@H]2OC(C2=CC=C(C=C2)C)=O)([2H])[2H])=O)C#C)C=C1 [(2R,3S)-4,4-dideuterio-2-ethynyl-3-(4-methylbenzoyl)oxy-5-oxo-tetrahydrofuran-2-yl]methyl 4-methylbenzoate